3-[(2R)-4-[(tert-butoxy)carbonyl]-2-ethylpiperazin-1-yl]-6-(2-ethoxypyridin-3-yl)pyrazine-2-carboxylic acid C(C)(C)(C)OC(=O)N1C[C@H](N(CC1)C=1C(=NC(=CN1)C=1C(=NC=CC1)OCC)C(=O)O)CC